C(#N)C=1C=C(C(=O)O)C=C(C1CO)C1=CC2=C(NC=N2)C=C1 3-cyano-4-(hydroxymethyl)-5-(1H-benzimidazol-5-yl)benzoic acid